NC1=NN2C(C=CC(=C2)C[C@@H]2CC[C@H](CC2)C(=O)OC)=N1 methyl trans-4-[(2-amino-[1,2,4]triazolo[1,5-a]pyridin-6-yl)methyl]cyclohexanecarboxylate